amino-butane NCCCC